(-)-1-(4-chloro-3-hydroxyphenyl)-3-[(3S*,4R*)-4-(2,6-difluoro-4-methoxyphenyl)-2-oxopyrrolidin-3-yl]urea ClC1=C(C=C(C=C1)NC(=O)N[C@@H]1C(NC[C@H]1C1=C(C=C(C=C1F)OC)F)=O)O |o1:11,15|